5-methyl-5-(2-methylallyl)tetrahydrofuran-2-one CC1(CCC(O1)=O)CC(=C)C